(S)-5-(4-fluoro-2-methyl-1-(1-methylpiperidin-4-yl)-1H-benzo[d]imidazol-6-yl)-N-(1,1,1-trifluoropropan-2-yl)-7H-pyrrolo[2,3-d]pyrimidin-2-amine FC1=CC(=CC=2N(C(=NC21)C)C2CCN(CC2)C)C2=CNC=1N=C(N=CC12)N[C@H](C(F)(F)F)C